C(C)(C)OC(=O)C1(CC1(OC)OC)C(=O)O 3,3-dimethoxycyclopropane-1,1-dicarboxylic acid isopropyl ester